butyl 4-(2,7-dibromo-9-methyl-9H-fluoren-9-yl)butylcarbamate BrC1=CC=2C(C3=CC(=CC=C3C2C=C1)Br)(C)CCCCNC(OCCCC)=O